(S)-N1-(1-(2-(2-Adamantylamino)-2-oxoethyl)-2-oxo-1,2-dihydropyridin-3-yl)-2-(4-methyl-1,2,3-thiadiazol-5-carboxamido)-5-oxohexandiamid C12C(C3CC(CC(C1)C3)C2)NC(CN2C(C(=CC=C2)NC([C@H](CCC(C(=O)N)=O)NC(=O)C2=C(N=NS2)C)=O)=O)=O